N12CC(C(CC1)CC2)CC(=O)[O-] 1-azabicyclo[2.2.2]-3-octylacetate